ONC(=O)C1=CC2=C(OCC(N2CC=2C=NN(C2)C2=CC=CC=C2)=O)C=C1 N-hydroxy-3-oxo-4-((1-phenyl-1H-pyrazol-4-yl)methyl)-3,4-dihydro-2H-benzo[b][1,4]oxazine-6-carboxamide